tert-butyl N-[5-[dibutyl (propyl) stannyl]-4-(trifluoromethyl) thiazol-2-yl]-N-methyl-carbamate C(CCC)[Sn](C1=C(N=C(S1)N(C(OC(C)(C)C)=O)C)C(F)(F)F)(CCC)CCCC